C(C)OC1SSC(N1)=O 3-ethoxy-1,2,4-dithiazolidin-5-one